ClC=1C=C2C(=NC(N(C2=CC1C1=C(C=CC=C1)F)C1=NC=CC=C1C(C)C)=O)N1[C@H](CN(CC1)C(C=C)=O)C 6-Chloro-7-(2-fluorophenyl)-4-((2S)-2-methyl-4-(2-propenoyl)-1-piperazinyl)-1-(3-(2-propanyl)-2-pyridinyl)-2(1H)-quinazolinone